bromo-6-chloro-N-(5-chloro-1-cyclopropyl-1H-pyrazol-4-yl)quinazolin-2-amine BrC1=NC(=NC2=CC=C(C=C12)Cl)NC=1C=NN(C1Cl)C1CC1